(R)-N-(1-Methylbutyl)glycin C[C@H](CCC)NCC(=O)O